(R)-2-((1-(3-bromo-7-methyl-2-(3-methylisoxazol-4-yl)quinolin-5-yl)ethyl)amino)benzoic acid BrC=1C(=NC2=CC(=CC(=C2C1)[C@@H](C)NC1=C(C(=O)O)C=CC=C1)C)C=1C(=NOC1)C